C(C)[Si](Cl)(OCC)OCC Ethyldiethoxychlorosilane